ClS1C[C@H](CN2C(N=C(C3=CC(=CC1=C23)C(F)(F)F)N2C[C@@H](N[C@@H](C2)C)C)=O)OC2=NC=CC=N2 (S)-l-1-chloro-8-((3S,5R)-3,5-dimethylpiperazin-1-yl)-3-(pyrimidin-2-yloxy)-10-(trifluoromethyl)-3,4-dihydro-2H,6H-[1,4]thiazepino[2,3,4-ij]quinazolin-6-one